C(C)(C)(C)OC(=O)NCCO 2-(t-butoxycarbonylamino)-1-ethanol